4-((S)-4-propenoyl-2-methylpiperazin-1-yl)-6-fluoro-7-(naphthalen-2-yloxy)-1-(2-isopropyl-6-methylphenyl)pyrido[2,3-d]pyrimidin-2(1H)-one C(C=C)(=O)N1C[C@@H](N(CC1)C=1C2=C(N(C(N1)=O)C1=C(C=CC=C1C)C(C)C)N=C(C(=C2)F)OC2=CC1=CC=CC=C1C=C2)C